N-(2-(benzylamino)-1-(4-aminophenyl)-2-oxoethyl)-N-(4-chlorophenyl)propiolamide C(C1=CC=CC=C1)NC(C(C1=CC=C(C=C1)N)N(C(C#C)=O)C1=CC=C(C=C1)Cl)=O